FC1=C(C=C(C=C1)C(=O)N1CCC2(CC1)CCC(CC2)CN2CCNCC2)N2C(NC(CC2)=O)=O 1-(2-fluoro-5-(9-(piperazin-1-ylmethyl)-3-azaspiro[5.5]undecane-3-carbonyl)phenyl)dihydropyrimidine-2,4(1H,3H)-dione